N1C(NCC1=O)=O imidazol-2,5(1H,3H)-dione